N1-[2-(dimethylamino)ethyl]-5-methoxy-N1-methyl-2-nitro-N4-(4-(3,3,5,6-tetramethyl-2,3-dihydro-1H-pyrrolo[3,2-b]pyridin-1-yl)-1,3,5-triazin-2-yl)benzene-1,4-diamine CN(CCN(C1=C(C=C(C(=C1)OC)NC1=NC=NC(=N1)N1CC(C2=NC(=C(C=C21)C)C)(C)C)[N+](=O)[O-])C)C